(difluoromethyl)-6-(2-(methoxymethyl)phenyl)-1-p-toluenesulfonyl-1,2,3,4-tetrahydropyridine FC(F)C1N(C(=CCC1)C1=C(C=CC=C1)COC)S(=O)(=O)C1=CC=C(C)C=C1